C(#N)C1=CC(=C(C(=O)NC2=NNC3=CC=C(C=C23)CC2=CC(=CC(=C2)F)F)C=C1)NC1CCN(CC1)C(CCOCCC(=O)N1CCN(CC1)C1=CC=C(C=C1)NC1C(NC(CC1)=O)=O)=O 4-cyano-N-[5-[(3,5-difluorophenyl)methyl]-1H-indazol-3-yl]-2-[[1-[3-[3-[4-[4-[(2,6-dioxo-3-piperidyl)amino]phenyl]piperazin-1-yl]-3-oxo-propoxy]propanoyl]-4-piperidyl]amino]benzamide